ClC1=CC=C(C=C1)C1=CNC(N1C[C@@H](C(F)(F)F)O)=O (S)-5-(4-chlorophenyl)-1-(3,3,3-trifluoro-2-hydroxypropyl)-1,3-dihydro-2H-imidazol-2-one